(4-(4-amino-7-(1,1,1-trifluoropropan-2-yl)imidazo[5,1-f][1,2,4]triazin-5-yl)-3-ethoxy-5-fluorobenzyl)-5-fluoro-2-methoxybenzamide NC1=NC=NN2C1=C(N=C2C(C(F)(F)F)C)C2=C(C=C(CC=1C(=C(C(=O)N)C=C(C1)F)OC)C=C2F)OCC